3-[6-(3-methoxy-4-methyl-phenoxy)-3-pyridyl]-1H-imidazo[4,5-b]pyrazin-2-one COC=1C=C(OC2=CC=C(C=N2)N2C(NC3=NC=CN=C32)=O)C=CC1C